COCCC1(CCN(CC1)CC1=CC=C(C=C1)NC(C)=O)CCC1=CC=CC=C1 N-(4-((4-(2-methoxyethyl)-4-phenethylpiperidin-1-yl)methyl)phenyl)acetamide